C1(CC1)N(C1=C2N=CN(C2=NC=N1)CC1C(CN(CC1)CC(=O)N)O)CC1=CC(=CC=C1)C(F)(F)F 2-(4-((6-(cyclopropyl(3-(trifluoromethyl)benzyl)amino)-9H-purin-9-yl)methyl)-3-hydroxypiperidin-1-yl)acetamide